N-(4-methoxyphenyl)-N-(2-(4-(2-(thiophen-2-yl)ethyl)piperazin-1-yl)ethyl)acrylamide COC1=CC=C(C=C1)N(C(C=C)=O)CCN1CCN(CC1)CCC=1SC=CC1